Iodo[11C]methane I[11CH3]